FC1(S(NS(C1(F)F)(=O)=O)(=O)=O)F.[Li] lithium 4,4,5,5-tetrafluoro-1,3,2-dithiazolidine-1,1,3,3-tetraoxide